ClC=1C=CC(=C(C1)C1=CC(N(C=C1OC)C(C(=O)NC=1C=C2N=C(C=NC2=CC1)C)CC)=O)N1N=NC(=C1)Cl 2-{4-[5-chloro-2-(4-chloro-1H-1,2,3-triazol-1-yl)phenyl]-5-methoxy-2-oxopyridin-1(2H)-yl}-N-(3-methylquinoxalin-6-yl)butanamide